4-methoxy-2-(3-methoxybenzyl)benzoic acid COC1=CC(=C(C(=O)O)C=C1)CC1=CC(=CC=C1)OC